N(=[N+]=[N-])CC=1C=C2CN(C(C2=CC1)=O)C 5-(azidomethyl)-2-methylisoindolin-1-one